2-(4-(2-chloro-5-fluorophenoxy)-3-(1,3-dioxoisoindolin-2-yl)-5-(3-fluoro-5-(trifluoromethyl)benzamido)-1H-indazol-1-yl)acetic acid ClC1=C(OC2=C3C(=NN(C3=CC=C2NC(C2=CC(=CC(=C2)C(F)(F)F)F)=O)CC(=O)O)N2C(C3=CC=CC=C3C2=O)=O)C=C(C=C1)F